1-[(3S)-3-[[6-[2-[2-(trifluoromethoxy)anilino]pyrimidin-5-yl]pyrazin-2-yl]amino]pyrrolidin-1-yl]prop-2-en-1-one FC(OC1=C(NC2=NC=C(C=N2)C2=CN=CC(=N2)N[C@@H]2CN(CC2)C(C=C)=O)C=CC=C1)(F)F